(E)-1-phenyl-3-(4-(trifluoromethyl)phenyl)prop-2-en-1-one C1(=CC=CC=C1)C(\C=C\C1=CC=C(C=C1)C(F)(F)F)=O